2-[1-[2-[1-(4-Methoxyphenyl)pyrazol-4-yl]-6-methyl-4-oxo-chromen-8-yl]ethylamino]benzoic acid COC1=CC=C(C=C1)N1N=CC(=C1)C=1OC2=C(C=C(C=C2C(C1)=O)C)C(C)NC1=C(C(=O)O)C=CC=C1